COC([C@@H](NC(=O)OC(C)(C)C)CCCCN)=O N2-(tert-butoxycarbonyl)-L-lysine methyl ester